(S)-2-((3-(4-hydroxyphenyl)propyl)amino)propionamide OC1=CC=C(C=C1)CCCN[C@H](C(=O)N)C